OCC1CN(CCN1C(C)C=1C=C2N=CC=NC2=CC1)C=1C=2C(N(C(C1)=O)C)=CN(N2)CC#N 2-(7-(3-(hydroxymethyl)-4-(1-(quinoxalin-6-yl)ethyl)piperazin-1-yl)-4-methyl-5-oxo-4,5-dihydro-2H-pyrazolo[4,3-b]pyridin-2-yl)acetonitrile